5-(((3S,8S,9S,10R,13R,14S,17R)-10,13-dimethyl-17-((R)-6-methylheptan-2-yl)-2,3,4,7,8,9,10,11,12,13,14,15,16,17-tetradecahydro-1H-cyclopenta[a]phenanthren-3-yl)oxy)-5-oxopentanoic acid C[C@]12[C@H]3CC[C@@]4([C@H](CC[C@H]4[C@@H]3CC=C2C[C@H](CC1)OC(CCCC(=O)O)=O)[C@H](C)CCCC(C)C)C